SC1=CC=C(C=C1)O 4-mercaptophenol